chloro-1,7-naphthyridine-2-carboxylic acid ethyl ester C(C)OC(=O)C1=NC2=CN=CC=C2C=C1Cl